NC1(CCC1)C1=CC=C(CN2C(NC(C3=C2C=CN3)=O)=C=S)C=C1 (4-(1-aminocyclobutyl)benzyl)-2-thiocarbonyl-1,2,3,5-tetrahydro-4H-pyrrolo[3,2-d]pyrimidin-4-one